COC=1C=C2CCN3[C@@H](C2=CC1OC)C[C@H]([C@@H](C3)CC(C)C)COC(CCC(=O)O)=O 4-{[(2R,3S,11bR)-9,10-dimethoxy-3-(2-methylpropyl)-1H,2H,3H,4H,6H,7H,11bH-pyrido[2,1-a]isoquinolin-2-yl]methoxy}-4-oxobutanoic acid